N[C@@H](CO)CC1=CC2=NC(=CC(=C2S1)NCC=1OC=CC1)Cl (2R)-2-amino-3-(5-chloro-7-{[(furan-2-yl)methyl]amino}thieno[3,2-b]pyridin-2-yl)propan-1-ol